N-[4-fluoro-5-(2-methylsulfonylpyrimidin-4-yl)-2-[(3R,5S)-3,4,5-trimethylpiperazin-1-yl]phenyl]-6-oxo-4-(trifluoromethyl)-1H-pyridine-3-carboxamide FC1=CC(=C(C=C1C1=NC(=NC=C1)S(=O)(=O)C)NC(=O)C1=CNC(C=C1C(F)(F)F)=O)N1C[C@H](N([C@H](C1)C)C)C